tert-butyl-(S)-4-(5-chloro-4-iodopyridin-2-yl)-2-methylpiperazine-1-carboxylate C(C)(C)(C)OC(=O)N1[C@H](CN(CC1)C1=NC=C(C(=C1)I)Cl)C